tert-butyl {[(2R,4R)-2-methyl-3,4-dihydro-2H-pyrano[3,2-b]pyridin-4-yl]methyl}carbamate C[C@@H]1C[C@@H](C2=NC=CC=C2O1)CNC(OC(C)(C)C)=O